C[C@H]1C(N(CC2N1C(CCN2C(=O)OCC2C1=CC=CC=C1C=1C=CC=CC21)=O)CC(CC)C)=O (6S)-(9H-fluoren-9-yl)methyl 6-methyl-8-(2-methylbutyl)-4,7-dioxooctahydro-1H-pyrazino[1,2-a]pyrimidine-1-carboxylate